C(C=C)(=O)O.C(C=C)(=O)O.C(C=C)(=O)O.C(=O)(O)C(C(=O)O)(C(=O)O)CCC tricarboxymethyl-propane triacrylate